C(C)OC(=O)OC(=O)OCC Pyrocarbonic acid diethyl ester